Cl.C(C)OC=1C(=CC2=CN(N=C2C1)C)C(=O)NC=1N=NC(=CC1)N1C[C@@H](NCC1)C (S)-6-ethoxy-2-methyl-N-(6-(3-methylpiperazin-1-yl)pyridazin-3-yl)-2H-indazole-5-carboxamide HCl salt